C1(=CC=CC=C1)NCC(CC)=O (phenylamino)-2-butanone